7-(4-ethylpiperazin-1-yl)-2-(2-methylimidazo[1,2-a]pyridin-7-yl)-4H-pyrido[1,2-a]pyrimidin-4-one C(C)N1CCN(CC1)C=1C=CC=2N(C(C=C(N2)C2=CC=3N(C=C2)C=C(N3)C)=O)C1